6-chloro-3-(((R)-1-(2-cyano-7-methyl-3-((S)-2-(trifluoromethyl)morpholino)quinoxalin-5-yl)ethyl)amino)picolinic acid ClC1=CC=C(C(=N1)C(=O)O)N[C@H](C)C1=C2N=C(C(=NC2=CC(=C1)C)C#N)N1C[C@H](OCC1)C(F)(F)F